C[C@@]12CCCC([C@@H]2CC[C@@H]1[C@H](C)CC#C[Si](C)(C)C)=O (1R,3aR,7aR)-7a-Methyl-1-[(R)-5-(trimethylsilyl)pent-4-yn-2-yl]octahydro-4H-inden-4-one